OC1=C(C(N(C=C1)C)=O)NC(N[C@@H](CC(=O)OCC)C1=CC(=CC=C1)C=1C=NN(C1)C)=O Ethyl (S)-3-(3-(4-Hydroxy-1-methyl-2-oxo-1,2-dihydropyridin-3-yl)ureido)-3-(3-(1-methyl-1H-pyrazol-4-yl)phenyl)propanoat